3-((dimethylamino)methyl)-4-hydroxy-4-(3-methoxyphenyl)piperidine-1-carboxamide hydrochloride Cl.CN(C)CC1CN(CCC1(C1=CC(=CC=C1)OC)O)C(=O)N